C(=C)C1=CC=C2C(=NN(C2=C1)C)N1C(NC(CC1)=O)=O 1-(6-ethenyl-1-methyl-1H-indazol-3-yl)-1,3-diazinane-2,4-Dione